N(N)C=1C=CC=2C=3C=4NC[C@H](NC(C4SC3C=CC2N1)=O)C (15R)-5-hydrazino-15-methyl-11-thia-6,14,17-triazatetracyclo[8.8.0.0^2,7.0^12,18]octadeca-1(10),2(7),3,5,8,12(18)-hexaen-13-one